CCNCCCCCCCCCCCCCCCCCCCCCCCCCCCCCCCCCCCC(=O)[O-] 3-azanonatriacontan-39-oate